5-chloro-4-[3-(1,1-difluoroethyl)piperazin-1-yl]-2-(4-pyridinyl)-1H-pyrimidin-6-one ClC1=C(N=C(NC1=O)C1=CC=NC=C1)N1CC(NCC1)C(C)(F)F